IC=1C=C(C=CC1)C(C(=O)OC)(CCC(CCOS(=O)(=O)C1=CC=C(C)C=C1)C)C methyl 2-(3-iodophenyl)-2,5-dimethyl-7-(tosyloxy)heptanoate